4-bromo-6-hydroxy-N,N-dimethylpyrazolo[1,5-a]pyridine-3-carboxamide BrC=1C=2N(C=C(C1)O)N=CC2C(=O)N(C)C